C(C=C)(=O)N1CN(CN(C1)C(C=C)=O)C(C=C)=O 1,3,5-triacrylyl-1,3,5-triazinane